C(#N)CC1CCC(CC1)N1C(=NC=2C1=C1C(=NC2)NC=C1)CC(=O)NC1CCC(CC1)O 2-(1-((1r,4r)-4-(cyanomethyl)cyclohexyl)-1,6-dihydroimidazo[4,5-d]pyrrolo[2,3-b]pyridin-2-yl)-N-((1S,4S)-4-hydroxycyclohexyl)acetamide